CC1=CC=C(C=C1)C(=O)[O-].CC1=CC=C(C=C1)C(=O)[O-].[Zn+2] zinc toluate